CN1CCC(CC1)C=1NC(=NN1)C=1C=NN2C1N=CC=C2 3-(5-(1-methylpiperidin-4-yl)-4H-1,2,4-triazol-3-yl)pyrazolo[1,5-a]pyrimidine